heptadecafluorooctanesulfonic acid anion FC(C(C(C(C(C(C(C(S(=O)(=O)[O-])(F)F)(F)F)(F)F)(F)F)(F)F)(F)F)(F)F)(F)F